FC=1C=CC=C2C(=NC(=NC12)OCC1N(CCC1)C)N 8-Fluoro-2-((1-methylpyrrolidin-2-yl)methoxy)quinazolin-4-amine